C(N)(OOCC)=O ethyloxy carbamate